(7-bromo-2-chloro-6,8-difluoroquinazolin-4-yl)-N,N-dimethyl-5,6,7,8-tetrahydro-4H-pyrazolo[1,5-a][1,4]diazepine-2-carboxamide BrC1=C(C=C2C(=NC(=NC2=C1F)Cl)C=1C(=NN2C1CNCCC2)C(=O)N(C)C)F